FC=1C=CC(=NC1)[N+](=O)[O-] 5-fluoro-2-nitro-pyridine